O[C@H]([C@](N)(C)C(=O)O)C (2R,3S)-3-HYDROXY-D-ISOVALINE